FC1=CC=C(O1)C1=NC(=NC=C1)N 4-(5-Fluorofuran-2-yl)pyrimidin-2-amine